O1C(COCC1)COC1=C(CN2N=CC(=C2C)I)C=CC=C1 1-(2-((1,4-dioxan-2-yl)methoxy)benzyl)-4-iodo-5-methyl-1H-pyrazole